The molecule is a chlorophenoxyacetate anion obtained by deprotonation of the carboxy group of (2,4,5-trichlorophenoxy)acetic acid. It is a conjugate base of a (2,4,5-trichlorophenoxy)acetic acid. C1=C(C(=CC(=C1Cl)Cl)Cl)OCC(=O)[O-]